5-((3-methoxypropyl)methyl)-2-phenyl-1H-indol-7-amine COCCCCC=1C=C2C=C(NC2=C(C1)N)C1=CC=CC=C1